C(C)OC(=O)C1=CC2=C(S1)C(=CC(=C2)C(C)C)C#N 7-cyano-5-isopropylbenzo[b]thiophene-2-carboxylic acid ethyl ester